2,3,4,5,6-pentafluorophenyl 2-{2-[2-(4-{2-azatricyclo[10.4.0.04,9]hexadeca-1(12),4(9),5,7,13,15-hexaen-10-yn-2-yl}-4-oxobutanamido)acetamido]acetamido}acetate C1=2N(CC=3C=CC=CC3C#CC2C=CC=C1)C(CCC(=O)NCC(=O)NCC(=O)NCC(=O)OC1=C(C(=C(C(=C1F)F)F)F)F)=O